diphenylmethylidene[(3,6-di-tert-butylfluorenyl){(2-trimethylsilylmethylallyl)cyclopentadienyl}]zirconium dichloride [Cl-].[Cl-].C1(=CC=CC=C1)C(C1=CC=CC=C1)=[Zr+2]C1(C(=CC=C1)C1=CC(=CC=2C3=CC(=CC=C3CC12)C(C)(C)C)C(C)(C)C)CC(=C)C[Si](C)(C)C